C1(CC1)C1=NC(=CC2=C1CNC2=O)C=C 4-cyclopropyl-6-vinyl-2H,3H-pyrrolo[3,4-C]pyridin-1-one